BrC=1C=NC(=NC1)OC1=CC=C(C=C1)Cl 5-bromo-2-(4-chlorophenoxy)pyrimidine